C(CCCCCCCCCCCCCCCCCCC)(=O)OC[C@@H](OC(CCCCCCCCCCCCCCCCCCC)=O)COP(=O)(O)OCC[N+](C)(C)C 1,2-di-arachidoyl-sn-glycero-3-phosphorylcholine